N-(4-((5-(1-propenylpiperidin-4-yl)-1,5-dihydro-1,4,5,6,8-penta-aza-acenaphthylen-3-yl)amino)phenyl)benzamide C(=CC)N1CCC(CC1)N1N=C(C2=CNC=3N=CN=C1C32)NC3=CC=C(C=C3)NC(C3=CC=CC=C3)=O